NC1=C(C(=NC(=C1)C)C)C=O 4-AMINO-2,6-DIMETHYL-3-PYRIDINECARBOXALDEHYDE